1-(2-fluoro-3-methylphenyl)ethane-1-one FC1=C(C=CC=C1C)C(C)=O